mono-cyanoethylene C(#N)C=C